1,5-dibromoanthraquinone BrC1=CC=CC=2C(C3=C(C=CC=C3C(C12)=O)Br)=O